C1(=CC=CC=C1)[IH+].C1(C=CC=C2C3=CC=CC=C3C=C12)=O fluorenone phenyl-iodonium salt